NCCC1=CC=C(C=C1)C1=C(C=C(C#N)C=C1)OC=1N(N=C(C1)C1CC1)C 4-[4-(2-aminoethyl)phenyl]-3-(5-cyclopropyl-2-methylpyrazol-3-yl)oxybenzonitrile